FC1=C(C=CC(=C1)OC)NC1N(C(C2=CN(C(C=C2C1)=O)C)=O)OCCO ((2-fluoro-4-methoxyphenyl)amino)-2-(2-hydroxyethoxy)-7-methyl-3,4-dihydro-2,7-naphthyridine-1,6(2H,7H)-dione